N-[(5,6-dichloro-1H-benzimidazol-2-yl)methyl]-2-(morpholin-4-yl)-8-(pyridazin-4-yl)pyrazolo[1,5-a][1,3,5]triazin-4-amine trifluoroacetate FC(C(=O)O)(F)F.ClC1=CC2=C(NC(=N2)CNC2=NC(=NC=3N2N=CC3C3=CN=NC=C3)N3CCOCC3)C=C1Cl